C(C1=CC=CC=C1)N1N=C(C=C1C(F)(F)F)C=1C=C2CN(C(C2=CC1)=O)C1C(NC(CC1)=O)=O 3-(5-(1-benzyl-5-(trifluoromethyl)-1H-pyrazol-3-yl)-1-oxoisoindolin-2-yl)piperidine-2,6-dione